C(C)C1=C(C(=C2C(=N1)CC=1C=CC=CC12)C1=C(C=CC=C1)C)CC (R)-2,3-diethyl-4-o-tolyl-9H-indeno[2,1-b]pyridine